(2S)-2-amino-N-(1-((3,5-dimethoxybenzyl)amino)-2-hydroxy-1-oxopentan-3-yl)-4-methylpentanamide hydrochloride salt Cl.N[C@H](C(=O)NC(C(C(=O)NCC1=CC(=CC(=C1)OC)OC)O)CC)CC(C)C